2-chloro-9-cyclohexyl-7,9-dihydro-8H-purin-8-one ClC1=NC=C2NC(N(C2=N1)C1CCCCC1)=O